N-Ethyl-4-({2-[(cis)-4-[4-Fluoro-2-(trifluoromethyl)-phenyl]cyclohexyl]ethyl}amino)oxan C(C)N(C1CCOCC1)CC[C@@H]1CC[C@@H](CC1)C1=C(C=C(C=C1)F)C(F)(F)F